ClC=1C=C(C=CC1F)NC(=O)C=1C=2CC[C@@H](C2C(=CC1)F)NC(=O)NC1CC1 (S)-N-(3-chloro-4-fluorophenyl)-1-(3-cyclopropylureido)-7-fluoro-2,3-dihydro-1H-indene-4-carboxamide